N-(6-(2H-1,2,3-triazol-2-yl)-5-(trifluoromethyl)pyridin-3-yl)-2'-amino-3-(trifluoromethyl)-[1,1'-biphenyl]-4-carboxamide N=1N(N=CC1)C1=C(C=C(C=N1)NC(=O)C1=C(C=C(C=C1)C1=C(C=CC=C1)N)C(F)(F)F)C(F)(F)F